N1C(CCCC1)C1=NC=CC=C1CN1C(NC(C2=C1C=CN2)=O)=C=S 1-((2-(Piperidin-2-yl)pyridin-3-yl)methyl)-2-thiocarbonyl-1,2,3,5-tetrahydro-4H-pyrrolo[3,2-d]pyrimidin-4-one